methyl di-(1-octyl) phosphate P(=O)(OC)(OCCCCCCCC)OCCCCCCCC